(R)-2-(3-(3-(fluoro(4-methyl-4H-1,2,4-triazol-3-yl)methyl)oxetan-3-yl)phenyl)-6-((3-(fluoromethyl)-3-methylazetidin-1-yl)methyl)-4-(trifluoromethyl)isoindolin-1-one F[C@H](C1(COC1)C=1C=C(C=CC1)N1C(C2=CC(=CC(=C2C1)C(F)(F)F)CN1CC(C1)(C)CF)=O)C1=NN=CN1C